methyl (1'S,2'R,5'S,6'S,7'S)-4'-[(2S)-2-[(tert-butoxycarbonyl)amino]-3,3-dimethylbutanoyl]-4'-azaspiro[cyclopropane-1,8'-tricyclo[5.2.1.0^{2,6}]decane]-5'-carboxylate C(C)(C)(C)OC(=O)N[C@H](C(=O)N1C[C@@H]2[C@@H]3CC4([C@H]([C@@H]2[C@H]1C(=O)OC)C3)CC4)C(C)(C)C